C(C)(C)(C)N1N=C(C=2C1=NC=NC2N)C=2NC1=CC=CC=C1C2F 1-(tert-Butyl)-3-(3-fluoro-1H-indol-2-yl)-1H-pyrazolo[3,4-d]pyrimidin-4-amine